tris(buta-1,3-dien-1-yloxy)bismuthane C(=CC=C)O[Bi](OC=CC=C)OC=CC=C